OC(C)(C)[C@@H]1CC[C@H](CC1)NC(C1=CC=C(C=C1)C1=NC=CC2=C1C=NN2COCC[Si](C)(C)C)=O N-[trans-4-(2-hydroxypropan-2-yl)cyclohexyl]-4-(1-{[2-(trimethylsilyl)ethoxy]methyl}-1H-pyrazolo[4,3-c]pyridin-4-yl)benzamide